C1(CC1)C1=NN(C(=C1)NC(C(C)C=1C=NN(C1)C1=CC(=CC(=C1)OC)F)=O)C(=O)OC(C)(C)C tert-butyl 3-cyclopropyl-5-(2-(1-(3-fluoro-5-methoxyphenyl)-1H-pyrazol-4-yl) propanamido)-1H-pyrazole-1-carboxylate